methyl 1-(1-methyl-6-oxo-1,6-dihydropyridin-3-yl)-5-nitroindole-6-carboxylate CN1C=C(C=CC1=O)N1C=CC2=CC(=C(C=C12)C(=O)OC)[N+](=O)[O-]